O=C1C(CCCC1)CC(=O)OCC ethyl 2-(2-oxocyclohexyl)acetate